O[C@H]1CN([C@H]2[C@H](COC1)O[C@@H](CC2)CC(=O)N2CCN(CC2)C2=CC=CC=C2)S(=O)(=O)C2=CC(=CC=C2)OC 2-[(3S,6aR,8S,10aR)-3-hydroxy-1-(3-methoxyphenyl)sulfonyl-3,4,6,6a,8,9,10,10a-octahydro-2H-pyrano[2,3-c][1,5]oxazocin-8-yl]-1-(4-phenyl-1-piperazinyl)ethanone